C[Si](O[SiH](C)C)(O[SiH](C)C)O[SiH](C)C Methyltris(dimethylsiloxy)silane